2-(1-(3,5-difluorophenyl)ethyl)-10H-phenothiazine FC=1C=C(C=C(C1)F)C(C)C1=CC=2NC3=CC=CC=C3SC2C=C1